C(=O)(OC(C)(C)C)NCC(C)=O N-Bocaminoacetone